chromone-formic acid O1C(=CC(C2=CC=CC=C12)=O)C(=O)O